ethyl (S)-2-(tert-butoxy)-2-(7-(4-chlorophenyl)-5-methyl-2-(1H-pyrazolo[4,3-b]pyridin-5-yl)benzo[d]thiazol-6-yl)acetate C(C)(C)(C)O[C@H](C(=O)OCC)C1=C(C2=C(N=C(S2)C2=CC=C3C(=N2)C=NN3)C=C1C)C1=CC=C(C=C1)Cl